(S)-2-ethyl-4-((1R,3S)-3-(1-isopropyl-3-(2-(trifluoromethyl)pyrimidin-5-yl)-1H-1,2,4-triazol-5-yl)cyclopentyl)morpholine C(C)[C@H]1CN(CCO1)[C@H]1C[C@H](CC1)C1=NC(=NN1C(C)C)C=1C=NC(=NC1)C(F)(F)F